C(C)(C)(C)OC(=O)N1C[C@H]([C@H](CC1)O)F (3R,4S)-3-fluoro-4-hydroxy-piperidine-1-carboxylic acid tert-butyl ester